C(C)(C)(C)OC(=O)N1CC(C1)(C1=NC(=CC=C1)COC(C)=O)O 3-hydroxy-3-(6-(acetoxymethyl)pyridin-2-yl)azetidine-1-carboxylic acid tert-butyl ester